ClC1=CC(=CN=N1)NCC1=C(C=C(C=C1)OC)OC 6-chloro-N-[(2,4-dimethoxyphenyl)methyl]pyridazin-4-amine